2-[2-[(1-benzyl-pyrrolidin-3-yl)carbamoyl]indan-2-yl]acetic acid C(C1=CC=CC=C1)N1CC(CC1)NC(=O)C1(CC2=CC=CC=C2C1)CC(=O)O